4,4'-propane-2,2-diyldiphenol CC(C)(C1=CC=C(C=C1)O)C1=CC=C(C=C1)O